2-Chloro-1,1-difluoroethylene ClC=C(F)F